NC=1C2=C(N=CN1)N(C=C2C2=C(C=C(C=C2)NC(C2=CC=CC=C2)=O)C)C N-(4-(4-amino-7-methyl-7H-pyrrolo[2,3-d]pyrimidin-5-yl)-3-methylphenyl)benzamide